(S)-5-(1-(cyclohexylsulfonyl)piperidin-2-yl)-3-(3-(3,4-dimethoxyphenyl)propyl)-1,2,4-oxadiazole C1(CCCCC1)S(=O)(=O)N1[C@@H](CCCC1)C1=NC(=NO1)CCCC1=CC(=C(C=C1)OC)OC